ClC1=C(C=C2C=C(N=CC2=C1)NC(=O)[C@@H]1C([C@H]1[C@H]1OCCCC1)(C)C)N1CCN(CC1)[C@]1(COC[C@H]1O)C (1S,2S,3S)-N-[7-chloro-6-[4-((3S,4S)-4-hydroxy-3-methyl-tetrahydrofuran-3-yl)piperazin-1-yl]-3-isoquinolinyl]-2,2-dimethyl-3-tetrahydropyran-2-yl-cyclopropanecarboxamide